NC1CC2CCC(C1)N2C2=C1C(=NC=C2)N(C(=N1)C1=CC(=C(C#N)C=C1)F)C1=C(C(=CC=C1)N1C[C@H](CC1)OC)F 4-(7-(3-amino-8-azabicyclo[3.2.1]octane-8-yl)-3-(2-fluoro-((S)-3-methoxypyrrolidine-1-yl)phenyl)-3H-imidazo[4,5-b]pyridine-2-yl)-2-fluorobenzonitrile